tert-butyl (3S,4S)-4-{(1S)-1-[5-fluoro-4-oxo-7-(5-oxo-4,5-dihydro-1,3,4-oxadiazol-2-yl)-3,4-dihydroquinolin-1(2H)-yl]ethyl}-3-methylpiperidine-1-carboxylate FC1=C2C(CCN(C2=CC(=C1)C=1OC(NN1)=O)[C@@H](C)[C@@H]1[C@@H](CN(CC1)C(=O)OC(C)(C)C)C)=O